[N-](S(=O)(=O)C(F)(F)F)S(=O)(=O)C(F)(F)F.C(=C)N1CN(C=C1)CCCCCCC 1-vinyl-3-heptylimidazole bistrifluoromethanesulfonimide salt